N-[2-(3,3-difluoropyrrolidin-1-yl)-4-tetra-hydropyran-2-yl-3-pyridyl]-2-isopropyl-pyrimidine-5-carboxamide FC1(CN(CC1)C1=NC=CC(=C1NC(=O)C=1C=NC(=NC1)C(C)C)C1OCCCC1)F